PYRROLE-3-CARBOXYLIC ACID HYDRATE O.N1C=C(C=C1)C(=O)O